ClC=1C(=NC=C(C1)Cl)OC1CCC2(C(NC3=CC=C(C=C23)C(=O)NCCOC)=O)CC1 cis-4-[(3,5-dichloro-2-pyridyl)oxy]-N-(2-methoxyethyl)-2'-oxo-spiro[cyclohexane-1,3'-indoline]-5'-carboxamide